ClC1=CC=C(C=C1)C1(CCCCC1)NCC1CCC(N1)=O 5-[[[1-(4-chlorophenyl)cyclohexyl]amino]methyl]-2-pyrrolidone